1-[(1-Cyclopropyl-1H-pyrazol-4-yl)(1-methylpiperidin-3-yl)sulfamoyl]-3-{2-methyl-4H,5H,6H-cyclopenta[b]thiophen-3-yl}urea C1(CC1)N1N=CC(=C1)N(S(=O)(=O)NC(=O)NC=1C2=C(SC1C)CCC2)C2CN(CCC2)C